C12NCC(CC1OC=1C=C3CN(C(C3=CC1)=O)N1C(CCCC1=O)=O)C2 (5-((2-azabicyclo[2.2.1]heptan-6-yl)oxy)-1-oxoisoindolin-2-yl)piperidine-2,6-dione